cyclohexyl α-methallyloxymethylacrylate C(C(C)=C)OCC(C(=O)OC1CCCCC1)=C